(R)-1-(5-(8-phenyl-7,8-dihydro-6H-pyrrolo[2',1':2,3]imidazo[4,5-b]pyridin-2-yl)pyrimidin-2-yl)piperidin-4-yl dihydrogen phosphate hydrochloride Cl.P(=O)(OC1CCN(CC1)C1=NC=C(C=N1)C1=CC=C2C(=N1)N1C(=N2)CC[C@@H]1C1=CC=CC=C1)(O)O